4-[(2-methylpyrimidin-4-yl)amino]Cyclohexane 2,4-di-tert-butylphenyl-3,5-di-tert-butyl-4-hydroxybenzoate C(C)(C)(C)C1=C(C=CC(=C1)C(C)(C)C)OC(C1=CC(=C(C(=C1)C(C)(C)C)O)C(C)(C)C)=O.CC1=NC=CC(=N1)NC1CCCCC1